ClC1=CC=C2C=C(NC2=C1)C(=O)C1CCC12CNC(C2)C(=O)N[C@H](C(=O)OC)C[C@H]2C(NCCC2)=O methyl (2S)-2-[[(6-chloro-1H-indole-2-carbonyl)-6-azaspiro[3.4]octane-7-carbonyl]amino]-3-[(3S)-2-oxo-3-piperidyl]propanoate